CC1(CCC2=CC(=CC=C12)NC1CCC(CC1)NC(OC(C)(C)C)=O)C tert-butyl (4-((1,1-dimethyl-2,3-dihydro-1H-inden-5-yl)amino)cyclohexyl)carbamate